tert-butyl (4R)-2-(8-(2,4-difluoro-6-(2-methoxyethoxy)phenyl)-5-hydroxy-1,6-naphthyridin-7-yl)-4-methyl-6,7-dihydropyrazolo[1,5-a]pyrazine-5(4H)-carboxylate FC1=C(C(=CC(=C1)F)OCCOC)C=1C(=NC(=C2C=CC=NC12)O)C1=NN2C([C@H](N(CC2)C(=O)OC(C)(C)C)C)=C1